1-(3-(2-(tert-butyl)phenoxy)azetidine-1-carbonyl)cyclopropane-1-carboxylic acid C(C)(C)(C)C1=C(OC2CN(C2)C(=O)C2(CC2)C(=O)O)C=CC=C1